C(C)OC(=O)C=1C=NC(=CC1)CO 6-(hydroxymethyl)pyridine-3-carboxylic acid ethyl ester